methyl 4-bromo-2,3-difluorobenzoate BrC1=C(C(=C(C(=O)OC)C=C1)F)F